C1(CC1)N1N=CC(=C1)C(O)C1CN(CCO1)C1=NC2=NC(=C(N=C2C(=N1)C1=C(C=C(C=C1)F)F)C)C (1-cyclopropylpyrazol-4-yl)-[4-[4-(2,4-difluorophenyl)-6,7-dimethyl-pteridin-2-yl]morpholin-2-yl]methanol